CC(COC=1C=NC=CC1)C 3-(2-methylpropoxy)pyridine